OC(C#C\C(=C/C=O)\C1=CC=C(C=C1)OC)(C#CC1=CC=CC=C1)C1=CC=CC=C1 (Z)-6-hydroxy-3-(4-methoxyphenyl)-6,8-diphenyloct-2-en-4,7-diyne-1-al